silver carbon [C].[Ag]